COC1=C2C=NNC2=CC=C1C1=CNC2=NC(=CC=C21)NC(=O)C2CC2 N-[3-(4-methoxy-1H-indazol-5-yl)-1H-pyrrolo[2,3-b]pyridin-6-yl]cyclopropanecarboxamide